Ethoxy-N-[(3R)-pyrrolidin-3-yl]-[2,3'-bipyridine]-6-carboxamide C(C)OC=1C(=NC(=CC1)C(=O)N[C@H]1CNCC1)C=1C=NC=CC1